NC1=CC=C(N=N1)N1[C@@H]2CN([C@H](C1)C2)C(=O)C2=CC(=C(C=C2)C2=CC=C(C=C2)C(F)(F)F)OC [(1S,4S)-5-(6-Aminopyridazin-3-yl)-2,5-diazabicyclo[2.2.1]hept-2-yl]-(2-methoxy-4'-trifluoromethyl-biphenyl-4-yl)-methanon